FC1=C(C2=C(C(=NC(S2)(C)C)C=2C=NC3=C(C=CC=C3C2)F)C=C1)F 7,8-difluoro-4-(8-fluoro-3-quinolyl)-2,2-dimethyl-1,3-benzothiazine